C(C)(C)(C)OC(=O)N1CC(C1)NS(=O)(=O)Cl 3-((chlorosulfonyl)amino)azetidine-1-carboxylic acid tert-butyl ester